(9R)-7-(4-bromo-2,6-difluorophenyl)-8-(3-((tert-butyldiphenylsilyl)oxy)-2,2-difluoropropyl)-9-methyl-7,8,9,10-tetrahydroimidazo[2,1-a][2,6]naphthyridine BrC1=CC(=C(C(=C1)F)C1C=2C=CN3C(C2C[C@H](N1CC(CO[Si](C1=CC=CC=C1)(C1=CC=CC=C1)C(C)(C)C)(F)F)C)=NC=C3)F